IC=1N=CN(C1)CC(=O)N(C)C 2-(4-iodo-1H-imidazol-1-yl)-N,N-dimethylacetamide